NCCCC1(COC2=C3CN(C(C3=CC=C21)=O)C2C(NC(CC2)=O)=O)C 3-(3-(3-aminopropyl)-3-methyl-6-oxo-2,3,6,8-tetrahydro-7H-furo[2,3-e]isoindol-7-yl)piperidine-2,6-dione